2-({8-[(3b)-cholest-5-en-3-yloxy]Octyl}oxy)-N,N-dimethyl-3-[(9Z,12Z)-octadec-9,12-dien-1-yloxy]propan-1-amine CC(C)CCC[C@@H](C)[C@H]1CC[C@H]2[C@@H]3CC=C4C[C@H](CC[C@]4(C)[C@H]3CC[C@]12C)OCCCCCCCCOC(CN(C)C)COCCCCCCCC\C=C/C\C=C/CCCCC